(S)-3-(((6-(4-(difluoromethoxy)-2-methylphenyl)-1,2,3,4-tetrahydroisoquinolin-1-yl)methyl)amino)isonicotinic acid FC(OC1=CC(=C(C=C1)C=1C=C2CCN[C@@H](C2=CC1)CNC1=C(C(=O)O)C=CN=C1)C)F